4-cyclohexenylmethacrylate C1(CCC=CC1)OC(C(=C)C)=O